ethoxyethyl methacrylate chloride [Cl-].C(C(=C)C)(=O)OCCOCC